COC1=CC=C(CN2C(N(CCC2=O)C2=NOC3=C2C=C(C=C3)C=C)=O)C=C1 3-(4-methoxybenzyl)-1-(5-vinylbenzo[d]isoxazol-3-yl)dihydropyrimidine-2,4(1H,3H)-dione